C(C=C)(=O)N1CC(CC1)OC=1C=NC=CC1C1=CC(=C(CNC(=O)C=2N=NN(C2)C(C)(C)C)C=C1)C N-(4-(3-((1-acryloylpyrrolidin-3-yl)oxy)pyridin-4-yl)-2-methylbenzyl)-1-(tert-butyl)-1H-1,2,3-triazole-4-carboxamide